2-methyl-N-(1-(3-(1-methyl-1H-pyrazol-4-yl)naphthalen-1-yl)cyclopropyl)-5-(4-methylpiperazin-1-yl)benzamide CC1=C(C(=O)NC2(CC2)C2=CC(=CC3=CC=CC=C23)C=2C=NN(C2)C)C=C(C=C1)N1CCN(CC1)C